BrC=1C(=CC2=C(OCCC3=C2SC=C3)C1)C(=O)NC1=C(C=C(CNC(OC(C)(C)C)=O)C=C1C)C tertbutyl (4-(8-bromo-4,5-dihydrobenzo[b]thieno[2,3-d]oxepine-9-carboxamido)-3,5-dimethylbenzyl)carbamate